2-(3-(4-((1H-Pyrazol-4-yl)amino)-6-(pyrrolidin-1-yl)quinazolin-2-yl)phenoxy)-N-(tert-butyl)acetamide tristrifluoroacetic acid salt FC(C(=O)O)(F)F.FC(C(=O)O)(F)F.FC(C(=O)O)(F)F.N1N=CC(=C1)NC1=NC(=NC2=CC=C(C=C12)N1CCCC1)C=1C=C(OCC(=O)NC(C)(C)C)C=CC1